chlorochromic acid pyridinium [NH+]1=CC=CC=C1.[Cr](=O)(=O)(O)Cl